C(#N)C(C)(C)C=1C=C(C(=O)NC2=CC(=C(C=C2)C)CCC2=CN=C(S2)NC2=NC=CN=C2)C=CN1 2-(2-cyanoprop-2-yl)-N-(4-methyl-3-(2-(2-(pyrazin-2-ylamino)thiazol-5-yl)ethyl)phenyl)isonicotinamide